C1(CC1)C#C[C@@]1(NC(NC2=CC(=C(C=C12)F)CN1N=C(C=C1)OC)=O)C(C)(F)F (S)-4-(cyclopropylethynyl)-4-(1,1-difluoroethyl)-6-fluoro-7-((3-methoxy-1H-pyrazol-1-yl)methyl)-3,4-dihydroquinazolin-2(1H)-one